COC(C1=CC(=C(C=C1)NC(CC=1C(=NC(=CC1)Cl)OC)=O)NCCOC)=O.C(C=C)C(=O)ON1C(CCC1=O)=O N-allylcarbonyloxysuccinimide methyl-4-[[2-(6-chloro-2-methoxy-3-pyridyl)acetyl]amino]-3-(2-methoxyethylamino)benzoate